ClC1=C(C=C(C=C1)C1CC1C(=O)N)C(F)(F)F (4-chloro-3-trifluoromethylphenyl)-3-cyclopropanecarboxamide